tert-butyl-silanamine C(C)(C)(C)[SiH2]N